tetrachloroanisole sulfide ClC=1C(=C(C2(C(C1)(OC)S2)Cl)Cl)Cl